3-((4-(2-((S)-3-aminopyrrolidin-1-yl)-5-chlorophenyl)pyrrolo[2,1-f][1,2,4]triazin-6-yl)methyl)-6,6-dimethyl-3-azabicyclo[3.1.0]hexane-2,4-dione N[C@@H]1CN(CC1)C1=C(C=C(C=C1)Cl)C1=NC=NN2C1=CC(=C2)CN2C(C1C(C1C2=O)(C)C)=O